2-cycloheptanecarboxylic acid C1C(CCCCC1)C(=O)O